C(C)(C)(C)OC(=O)N[C@H]1C([C@H](C1)C(=O)OC)(C)C methyl (1s,3r)-3-((tert-butoxycarbonyl) amino)-2,2-dimethylcyclobutane-1-carboxylate